ClC1=NC=C(C(=N1)C1=CC2=C(N=CC=3CN(CCC23)C(=O)OC(C)(C)C)C(=C1)F)Cl tert-butyl 9-(2,5-dichloropyrimidin-4-yl)-7-fluoro-1,4-dihydrobenzo[c][2,7]naphthyridine-3(2H)-carboxylate